[O].[Ca] calcium oxygen